Benzyl (2R,4S)-2-(tert-butyl)-4-(2,2-diethoxyethyl)-5-oxooxazolidine-3-carboxylate C(C)(C)(C)[C@H]1OC([C@@H](N1C(=O)OCC1=CC=CC=C1)CC(OCC)OCC)=O